N-(5-methoxy-8-methyl-1-isoquinolyl)-4-(1-methyltriazol-4-yl)-N-[(3R)-3-piperidyl]benzamide COC1=C2C=CN=C(C2=C(C=C1)C)N(C(C1=CC=C(C=C1)C=1N=NN(C1)C)=O)[C@H]1CNCCC1